7-((2-((2-(difluoromethoxy)-4-(4-(piperazin-1-yl)piperidin-1-yl)phenyl)amino)-5-(trifluoromethyl)pyrimidin-4-yl)amino)isoindolin-1-one FC(OC1=C(C=CC(=C1)N1CCC(CC1)N1CCNCC1)NC1=NC=C(C(=N1)NC=1C=CC=C2CNC(C12)=O)C(F)(F)F)F